tert-butyl (3S,4R)-3-fluoro-4-[(oxiran-2-yl)methoxy]piperidine-1-carboxylate F[C@H]1CN(CC[C@H]1OCC1OC1)C(=O)OC(C)(C)C